FC1=C(C=CC=C1COC1=NC=2CCN(CC2C=C1)CC(=O)OCC)C1=C(C=CC=C1)F Ethyl 2-(2-((2,2'-difluoro-[1,1'-biphenyl]-3-yl)methoxy)-7,8-dihydro-1,6-naphthyridin-6(5H)-yl)acetate